P(=O)(OCC1=CC=CC(=C1)F)(O)O 5-fluorobenzyl dihydrogen phosphate